(19R)-3,5-diethyl-16-fluoro-10,19-dimethyl-20-oxa-3,4,10,11,23-pentaazapentacyclo[19.3.1.02,6.08,12.013,18]pentacosa-1(24),2(6),4,8,11,13,15,17,21(25),22-decaen-22-amine C(C)N1C=2C3=CN=C(C(O[C@@H](C4=CC(=CC=C4C4=NN(C=C4CC2C(=N1)CC)C)F)C)=C3)N